CC1=CC=C(C=C1)C=1N=C2N(C=CC=C2)C1 2-(4-methylphenyl)imidazo[1,2-a]pyridine